1-(5,5-dimethyl-1-cyclohexene-1-yl)-4-pentene-1-one CC1(CCC=C(C1)C(CCC=C)=O)C